ClC(C(=O)OCCCC)=C butyl alpha-chloroacrylate